ClC=1C=CC=2N=CN=C(C2N1)NC1=C(C=C(C(=C1)Cl)OCC1COCC1)F 6-Chloro-N-(5-chloro-2-fluoro-4-((tetrahydrofuran-3-yl)methoxy)phenyl)pyrido[3,2-d]pyrimidin-4-amine